Tert-butyl (R)-4-(9-(1-(4-ethynylphenyl)ethyl)-9H-purin-6-yl)piperazine-1-carboxylate C(#C)C1=CC=C(C=C1)[C@@H](C)N1C2=NC=NC(=C2N=C1)N1CCN(CC1)C(=O)OC(C)(C)C